1-(7-aminonaphtho[2,3-d][1,3]dioxol-6-yl)cyclopropan-1-ol NC=1C(=CC2=CC3=C(OCO3)C=C2C1)C1(CC1)O